C(C)C1=C(C=C(C(=C1)O)F)C1=CC=C2C(=NNC2=C1)C=1NC=C(N1)CNC(=O)C1CN(CC1)C N-((2-(6-(2-Ethyl-5-Fluoro-4-Hydroxyphenyl)-1H-Indazol-3-yl)-1H-Imidazol-4-yl)methyl)-1-Methylpyrrolidin-3-Carboxamid